C12(CC3CC(CC(C1)C3)C2)CC(=O)OCCCCCOC2=C(C=C3C(=NC(=NC3=C2)C)N[C@@H](C)C=2SC=C(C2)C2=C(C=CC=C2)CNC)OC 5-((6-Methoxy-2-methyl-4-(((S)-1-(4-(2-((methylamino)methyl)phenyl)thiophen-2-yl)ethyl)amino)quinazolin-7-yl)oxy)pentyl 2-((3r,5r,7r)-adamantan-1-yl)acetate